NC=1C(=NC(=CN1)C1=CC=C(C=C1)C)C(=O)NC1=CC=C(C=C1)S(=O)(=O)C[P@](OCC)(=O)C (S)-ethyl (4-(3-amino-6-p-tolylpyrazine-2-carboxamido)phenylsulfonyl)methyl(methyl)phosphinate